C(CCCCCCCCC)C(O)CN decyl-monoethanolamine